CC1=C(C(=C(C(=C1C)O)C)C\C=C(\CC\C=C(\CC\C=C(\CCC=C(C)C)/C)/C)/C)O 2,3,5-trimethyl-6-((2E,6E,10E)-3,7,11,15-tetramethylhexadec-2,6,10,14-tetraen-1-yl)benzene-1,4-diol